((2-fluorophenyl)carbamoyl)-2-morpholinylacetamide FC1=C(C=CC=C1)NC(=O)C(C(=O)N)N1CCOCC1